O=C1NC(CCC1N1C(N(C2=C1C=CC(=C2)C#CCOCCCCN2CCN(CC2)C(=O)OCCCC)C)=O)=O butyl 4-[4-([3-[1-(2,6-dioxopiperidin-3-yl)-3-methyl-2-oxo-1,3-benzodiazol-5-yl]prop-2-yn-1-yl]oxy)butyl]piperazine-1-carboxylate